C(C)(=O)N[C@@H]1CN(CC1)C1=C(CN2CCN(CC2)C(=O)OC(C(F)(F)F)C(F)(F)F)C=CC(=C1)Cl 1,1,1,3,3,3-Hexafluoropropan-2-yl (S)-4-(2-(3-acetamidopyrrolidin-1-yl)-4-chlorobenzyl)piperazine-1-carboxylate